Cl.C1(CC1)CN[C@H]1[C@@H](C1)C1=CC(=CS1)C(=O)NC1CCC(CC1)(F)F 5-(trans-2-((cyclopropylmethyl)amino)cyclopropyl)-N-(4,4-difluorocyclohexyl)thiophene-3-carboxamide Hydrochloride